N-((3aS,6aR)-2-Cyanohexahydrocyclopenta[c]pyrrol-3a(1H)-yl)-5-(2-phenoxyphenyl)-1H-pyrazol-3-carboxamid C(#N)N1C[C@@H]2[C@](C1)(CCC2)NC(=O)C2=NNC(=C2)C2=C(C=CC=C2)OC2=CC=CC=C2